(S)-N-(6-bromo-1-(2-chloro-5-fluorophenyl)-3-oxo-2,3-dihydroimidazo[1,5-a]pyridin-8-yl)-3-Hydroxy-3-(trifluoromethyl)indole-1-carboxamide BrC=1C=C(C=2N(C1)C(NC2C2=C(C=CC(=C2)F)Cl)=O)NC(=O)N2C[C@@](C1=CC=CC=C21)(C(F)(F)F)O